FC=1C(=NC=CC1)C1=NC=CC=C1N[C@H](C)C=1C=C(C=C2C(C(=C(OC12)C=1C=NC=CC1)C)=O)C 8-[(1R)-1-[[2-(3-fluoro-2-pyridyl)-3-pyridyl]amino]ethyl]-3,6-dimethyl-2-(3-pyridyl)chromen-4-one